C(C)OC=1C(=CC2=CN(N=C2C1)C)C(=O)NC1=CC=C(N=N1)N1C[C@H](N(CC1)C(=O)OC(C)(C)C)C tert-butyl (R)-4-(6-(6-ethoxy-2-methyl-2H-indazole-5-carboxamido) pyridazin-3-yl)-2-methylpiperazine-1-carboxylate